6-(2,2'-dichloro-3'-(pyrido[3,2-d]pyrimidin-4-ylamino)-[1,1'-biphenyl]-3-yl)-2-methoxynicotinaldehyde ClC1=C(C=CC=C1C1=NC(=C(C=O)C=C1)OC)C1=C(C(=CC=C1)NC=1C2=C(N=CN1)C=CC=N2)Cl